C(C)(C)(C)C1=NC(=NO1)C(=O)N[C@@H]1CCCCC2=C1C=CC(=C2)C2=NC=NC(=N2)NC2=NN(C=C2)C 5-tert-butyl-N-[(5R)-2-[4-[(1-methylpyrazol-3-yl)amino]-1,3,5-triazin-2-yl]-6,7,8,9-tetrahydro-5H-benzo[7]annulen-5-yl]-1,2,4-oxadiazole-3-carboxamide